N-isopropyl-N-methyl-5,6-methylenedioxytryptamine C(C)(C)N(CCC1=CNC2=CC3=C(C=C12)OCO3)C